CC1(OB(OC1(C)C)C=1C=NN(C1)CC(=O)OC(C)(C)C)C tert-butyl 2-[4-(4,4,5,5-tetramethyl-1,3,2-dioxaborolan-2-yl)pyrazol-1-yl]acetate